tert-butyl (14-(4-(6-hydroxyhexyl)-1H-1,2,3-triazol-1-yl)-3,6,9,12-tetraoxatetradecyl)carbamate OCCCCCCC=1N=NN(C1)CCOCCOCCOCCOCCNC(OC(C)(C)C)=O